S-[2-(dimethylamino)ethyl]isothiourea CN(CCSC(N)=N)C